(2-[(3-METHYLPHENYL)METHOXY]PHENYL)BORANEDIOL CC=1C=C(C=CC1)COC1=C(C=CC=C1)B(O)O